[N+](=O)([O-])C1=CC=C(C=C1)NNC(=O)N 4-nitrophenylaminourea